methyl (1R,2S,5S)-6,6-dimethyl-3-azabicyclo-[3.1.0]hexane-2-carboxylate CC1([C@H]2CN[C@@H]([C@@H]12)C(=O)OC)C